C(C)(C)(C)OC(=O)N1C2C(CCC1CC2)=O.C2(=CC=CC=C2)S(=O)(=O)C(=[N+]=[N-])S(=O)(=O)C2=CC=C(C=C2)OC phenylsulfonyl-(4-methoxyphenylsulfonyl)diazomethane tert-Butyl-2-oxo-8-azabicyclo[3.2.1]octane-8-carboxylate